C(CCCCC)N(C(CCCCCC1(N(CC1)CCCCCCCC(=O)N(CCCCCCCCCC)CCCCCCCCCC)CCCCCCCC(=O)N(CCCCCCCCCC)CCCCCCCCCC)=O)CCCCCC 8,8'-((6-(Dihexylamino)-6-oxohexyl)azetidinediyl)bis(N,N-didecyl-octanoamide)